2,2-dimethyl-5-((2-(trimethylsilyl) ethoxy) carbonylamino)-tetrahydro-2H-pyran-4-yl (4R,5R)-methanesulfonate CS(=O)(=O)OC1CC(OCC1NC(=O)OCC[Si](C)(C)C)(C)C